O=C1N(CCC(N1)=O)C1=NN(C2=CC(=CC=C12)N1C[C@H]([C@H](CC1)N(C(OC(C)(C)C)=O)C)C)C tert-butyl N-[(3R,4S)-1-[3-(2,4-dioxohexahydropyrimidin-1-yl)-1-methyl-indazol-6-yl]-3-methyl-4-piperidyl]-N-methyl-carbamate